(2S,3R)-3-fluoro-2-methylazetidine F[C@H]1[C@@H](NC1)C